CC(CN)CCCC(N)C 2,6-dimethyl-1,6-hexanediamine